5-(4-isopropyl-5-(8-methyl-[1,2,4]triazolo[1,5-a]pyridin-6-yl)-1H-pyrazol-3-yl)-2-(piperidin-4-yl)thiazol 3-propanesulfonate CCCS(=O)(=O)O.C(C)(C)C=1C(=NNC1C=1C=C(C=2N(C1)N=CN2)C)C2=CN=C(S2)C2CCNCC2